ClC1=NN2C(N=CC3=C2[C@@](CN3C(=O)NC=3C=NC(=C(C3)Cl)N3N=CC=C3C#N)(C(F)(F)F)C)=C1 (R)-2-chloro-N-(5-chloro-6-(5-cyano-1H-pyrazol-1-yl)pyridin-3-yl)-8-methyl-8-(trifluoromethyl)-7,8-dihydro-6H-pyrazolo[1,5-a]pyrrolo[2,3-e]pyrimidine-6-carboxamide